5-(benzoyloxy)-1-(naphthalen-2-yl)-4-phenyl-3-(trifluoromethyl)-4,5-dihydro-1H-pyrazolo[4,3-f][1,4]oxazepin C(C1=CC=CC=C1)(=O)ON1C=COC2=C(C1C1=CC=CC=C1)C(=NN2C2=CC1=CC=CC=C1C=C2)C(F)(F)F